3-(4-biphenylyl)-4-phenyl-5-(4-tert-butylphenyl)-1,2,4-Triazole C1(=CC=C(C=C1)C1=NN=C(N1C1=CC=CC=C1)C1=CC=C(C=C1)C(C)(C)C)C1=CC=CC=C1